serine, sodium salt [Na+].N[C@@H](CO)C(=O)[O-]